COC(=O)C=1C(N(C2=CC(=CC=C2C1N)Br)C1=CC=C(C=C1)[C@@H](C)O)=O (R)-4-amino-7-bromo-1-(4-(1-hydroxyethyl)phenyl)-2-oxo-1,2-dihydroquinoline-3-carboxylic acid methyl ester